8'-((2S,5R)-4-acryloyl-2,5-dimethylpiperazin-1-yl)-11'-(5-chloro-2,4-difluorophenyl)-10'-(trifluoromethyl)-2'H,4'H,6'H-spiro[oxetane-3,3'-[1,4]thiazepino[2,3,4-ij]quinazolin]-6'-one C(C=C)(=O)N1C[C@@H](N(C[C@H]1C)C1=NC(N2C3=C(C(=C(C=C13)C(F)(F)F)C1=C(C=C(C(=C1)Cl)F)F)SCC1(C2)COC1)=O)C